C(C)(C)(C)N(C(O)=O)CC#CC=1OC2=C(C1)C(=CC=C2)CC#N.OC[C@@H](CC(C)C)NC2=NC(=NC(=N2)CC(C)C2=CC=C(C=C2)OC)NS(=O)(=O)C N-(4-(((R)-1-hydroxy-4-methylpent-2-yl)amino)-6-(2-(4-methoxyphenyl)propyl)-1,3,5-triazin-2-yl)methanesulfonamide tert-butyl-(3-(4-(cyanomethyl)benzofuran-2-yl)prop-2-yn-1-yl)carbamate